COC=1C=2N(C=CC1)N=CC2C(=O)O 4-methoxypyrazolo[1,5-a]pyridine-3-carboxylic acid